C(C)(C)(C)OC(=O)N1[C@](C[C@H](C1)C(CC)=O)(C(C(C(=O)OCC)N1N=C2C=C(C=C(C2=C1)F)I)=O)F (2S,4R)-2-(3-ethoxy-2-(4-fluoro-6-iodo-2H-indazol-2-yl)-3-oxopropanoyl)-4-propanoylFluoropyrrolidine-1-carboxylic acid tert-butyl ester